C(CC)(=O)OCCCCCC(C)C propionic acid, isooctyl ester